NCCC1=CC=C2C=CN(C2=C1)C(=O)OC(C)(C)C tert-butyl 6-(2-aminoethyl)-1H-indole-1-carboxylate